C(CCCCC)N1C2=CC=C(C=C2C=2C=C(C=CC12)\C=C\C1=C(C=CC=C1)[N+](=O)[O-])\C=C\C1=C(C=CC=C1)[N+](=O)[O-] 9-hexyl-3,6-bis((E)-2-nitrobenzenyl-vinyl)-9H-carbazole